2-methyl-N-(1-(7-(1-methyl-1H-pyrazol-4-yl)quinolin-5-yl)cyclopropyl)-5-(8-methyl-3,8-diazabicyclo[3.2.1]octan-3-yl)benzamide CC1=C(C(=O)NC2(CC2)C2=C3C=CC=NC3=CC(=C2)C=2C=NN(C2)C)C=C(C=C1)N1CC2CCC(C1)N2C